N1=C(C=NC=C1)N1CCN(CC1)C1=NC2=CC(=NC=C2C=C1)CN (2-(4-(pyrazin-2-yl)piperazin-1-yl)-1,6-naphthyridin-7-yl)methanamine